[Cl-].C(C)[N+](CCCCCCCCCCCCCCCC)(C1=CC=CC2=CC=CC=C12)CC diethylnaphthyl-hexadecyl-ammonium chloride